3,3'-((oxybis(ethane-2,1-diyl))bis(oxy))bis(propane-1-amine) O(CCOCCCN)CCOCCCN